FC(C1=CC=C(C=C1)C(C1=C(N)C(=CC(=C1)C)C)C1=CC=C(C=C1)C(F)(F)F)(F)F 2-bis(p-trifluoromethylphenyl)methyl-4,6-dimethylaniline